BrC=1C(=CC2=C(N(C(C(CS2)(C)CCCC)=O)C2=CC=C(C=C2)F)C1)OC 7-Bromo-3-butyl-5-(4-fluorophenyl)-8-methoxy-3-methyl-2,3-dihydro-1,5-benzothiazepin-4(5H)-one